2-[(3R)-1-[(2R)-2-[[4-(4-fluoro-2,6-dimethyl-phenyl)-7-quinolyl]oxy]propanoyl]-3-piperidyl]acetic acid FC1=CC(=C(C(=C1)C)C1=CC=NC2=CC(=CC=C12)O[C@@H](C(=O)N1C[C@H](CCC1)CC(=O)O)C)C